O=C1CC(N(C2=C(N1)C1=CC=CC=C1C=C2)C=2C=C(/C(/N)=N/O)C=C(C2)C)=O (Z)-3-(2,4-Dioxo-1,2,3,4-tetrahydro-5H-naphtho[1,2-b][1,4]diazepin-5-yl)-N'-hydroxy-5-methylbenzimidamide